CC1CCC=CS(=O)(=O)O1 5-methyl-1-pentene-1,5-sultone